ethyl 4-((1s,4s)-4-methoxycyclohexyl)-2,4-dioxobutanoate COC1CCC(CC1)C(CC(C(=O)OCC)=O)=O